2-(4-Cyclopropyl-6-methoxypyrimidin-5-yl)-4-(methylthio)-6,7,8,9-tetrahydro-5H-cyclohepta[d]pyrimidine-5-one C1(CC1)C1=NC=NC(=C1C=1N=C(C2=C(N1)CCCCC2=O)SC)OC